(R or S)-1-((R)-3-(2-(benzofuran-6-yl)ethyl)-1-(2-(pyridin-2-yl)propan-2-yl)pyrrolidin-3-yl)-2,2,2-trifluoroethan-1-ol O1C=CC2=C1C=C(C=C2)CC[C@@]2(CN(CC2)C(C)(C)C2=NC=CC=C2)[C@H](C(F)(F)F)O |o1:25|